CC1=CC=CC(=N1)C1=NNC=C1C=1N=C2C=C(C=NC2=CC1)NCCN1CCCC1 6-(3-(6-methylpyridin-2-yl)-1H-pyrazol-4-yl)-N-(2-(pyrrolidin-1-yl)ethyl)-1,5-naphthyridin-3-amine